5-[2-amino-9-[(4-nitrophenyl)methyl]purin-6-yl]pyridine-3-carbonitrile NC1=NC(=C2N=CN(C2=N1)CC1=CC=C(C=C1)[N+](=O)[O-])C=1C=C(C=NC1)C#N